ClC1=CC=C(C=C1)NC1=NC(=NC(=N1)N1CCOCC1)C(C)(C)NC(=O)C1=NOC(=C1)C1CC1 N-(2-(4-((4-chlorophenyl)amino)-6-morpholino-1,3,5-triazin-2-yl)propan-2-yl)-5-cyclopropylisoxazole-3-carboxamide